C(C1=CC=CC=C1)OC1=C(C(=CC(=C1)C=CC)OCC1=CC=CC=C1)B(O)O [2,6-Dibenzyloxy-4-[prop-1-enyl]phenyl]boronic acid